C(C1=CC=CC=C1)N(CC1=CN=CO1)CC=1C=2N(C=CN1)C(=NN2)C N-benzyl-1-(3-methyl-[1,2,4]triazolo[4,3-a]pyrazin-8-yl)-N-(oxazol-5-ylmethyl)methylamine